ClC=1C=C(C=C(C1)OC)C(CC(C(=O)OC)=O)=O Methyl 4-(3-chloro-5-methoxyphenyl)-2,4-dioxobutanoate